FC1(C(C(C(C12C(C(C(C(C2(F)F)(F)F)(F)F)(F)F)(F)F)(F)F)(F)F)(F)F)F perfluorospiro[4.5]decane